tert-butyl 3-(2-((1-((4-benzylpiperazin-1-yl) methyl) cyclopropyl) methoxy)-7-chloro-8-fluoropyrido[4,3-d]pyrimidin-4-yl)-3,8-diazabicyclo[3.2.1]octane-8-carboxylate C(C1=CC=CC=C1)N1CCN(CC1)CC1(CC1)COC=1N=C(C2=C(N1)C(=C(N=C2)Cl)F)N2CC1CCC(C2)N1C(=O)OC(C)(C)C